2-(2-chlorophenyl)-2-((R)-3-(4-(5,6,7,8-tetrahydro-1,8-naphthyridin-2-yl)butoxy)pyrrolidin-1-yl)acetic acid ClC1=C(C=CC=C1)C(C(=O)O)N1C[C@@H](CC1)OCCCCC1=NC=2NCCCC2C=C1